CC(C(O)O)(C)C 2,2-dimethylpropane-1,1-diol